C(\C=C\C1=CC=CC=C1)(=O)OC1=C(C=C(C=C1)C1NC(NC(=C1C(=O)OCC)C)=O)OC (E)-ethyl 4-(4-(cinnamoyloxy)-3-methoxyphenyl)-6-methyl-2-oxo-1,2,3,4-tetrahydropyrimidine-5-carboxylate